C1(=CC=CC=C1)C1=CC=C(C(=O)O[C@@H]2CC3[C@H](CC4=CC=CC(=C4C3)OC)[C@H]2COCOC)C=C1 [(1S,2R,9aS)-5-methoxy-1-(methoxymethoxymethyl)-2,3,3a,4,9,9a-hexahydro-1H-cyclopenta[b]naphthalen-2-yl] 4-phenylbenzoate